BrC=1C(=C(OC2CCC(CC2)CO)C=CC1)C(F)(F)F ((1r,4r)-4-(3-bromo-2-(trifluoromethyl)phenoxy)cyclohexyl)methanol